C(C1=CC=CC=C1)OCC(=O)NC=1SC(=C(N1)COC1CCN(CC1)C(=O)OC(C)(C)C)CC1=CC(=CC=C1)Cl tert-butyl 4-((2-(2-(benzyloxy)acetamido)-5-(3-chlorobenzyl)thiazol-4-yl)methoxy)piperidine-1-carboxylate